OCCOC(C=C)=O.C(C1CO1)OC(C(=C)C)=O.C(C=C)(=O)OCC1CO1 glycidyl acrylate glycidyl-methacrylate hydroxyethyl-acrylate